CC1=NOC=C1C(=O)OCCCN1N=C(C=2C(NCC3(CCOCC3)CC21)=O)CC 3-(3-ethyl-4-oxo-spiro[6,8-dihydro-5H-pyrazolo[4,3-c]azepine-7,4'-tetrahydropyran]-1-yl)propyl 3-methylisoxazole-4-carboxylate